1-[5-[2-(2-morpholinoethyl-amino)imidazo[2,1-b][1,3,4]thiadiazol-5-yl]-2-thienyl]ethanone Tert-butyl-((3-(cyanomethylene)azetidin-1-yl)sulfonyl)carbamate C(C)(C)(C)OC(NS(=O)(=O)N1CC(C1)=CC#N)=O.O1CCN(CC1)CCNC1=NN2C(S1)=NC=C2C2=CC=C(S2)C(C)=O